(NE)-2-(3-bromo-4-fluoro-phenyl)-N-(dimethylaminomethylene)acetamide BrC=1C=C(C=CC1F)CC(=O)/N=C/N(C)C